2-(3,4-difluorophenyl)-N-(1,1-dioxidobenzo[b]thiophen-6-yl)acetamide FC=1C=C(C=CC1F)CC(=O)NC=1C=CC2=C(S(C=C2)(=O)=O)C1